dodecyl-dicarboxymethyl-ammonium C(CCCCCCCCCCC)[NH2+]C(C(=O)O)C(=O)O